2,5-difluoro-4-((7-methoxy-2-(2-methoxyethyl)-4-methyl-1H-imidazo[4,5-c][1,8]naphthyridin-1-yl)methyl)benzenesulfonamide FC1=C(C=C(C(=C1)CN1C(=NC=2C(=NC=3N=C(C=CC3C21)OC)C)CCOC)F)S(=O)(=O)N